OC=1C=C(C=CC1O)CCNC(C1=C(C=CC=C1)S(NCC(=O)NC1=CC=C(C=C1)O)(=O)=O)=O N-[2-(3,4-Dihydroxyphenyl)ethyl]-2-[[2-(4-hydroxyanilino)-2-oxo-ethyl]sulfamoyl]benzamide